2-hydroxy-glycerol OOC(CO)CO